methyl 2-(4-((-)-2-((((9H-fluoren-9-yl) methoxy)carbonyl)amino)-5-ureidopentanamido)phenyl)-2-hydroxyacetate C1=CC=CC=2C3=CC=CC=C3C(C12)COC(=O)NC(C(=O)NC1=CC=C(C=C1)C(C(=O)OC)O)CCCNC(=O)N